C(C)(C)C=1C(=NNC1C=1C=C(C=2N(C1)N=CN2)C)C(=O)NCC2CN(CCO2)C2COC2 4-isopropyl-5-(8-methyl-[1,2,4]triazolo[1,5-a]pyridin-6-yl)-N-((4-(oxetan-3-yl)morpholin-2-yl)methyl)-1H-pyrazole-3-carboxamide